COC=1C(=NN2C1N=C(C=C2N2CCOCC2)N2N=C(C=C2)C=2C=C(C=CC2)C)C(=O)NC methoxy-N-methyl-7-morpholino-5-(3-(m-tolyl)-1H-pyrazol-1-yl)pyrazolo[1,5-a]pyrimidine-2-carboxamide